(3R)-2-[(4-Chloro-2-methansulfonylphenyl)methyl]-3-(4-chlorophenyl)-4-fluoro-6-(2-hydroxy-1-methoxypropan-2-yl)-3-{[1-(hydroxymethyl)cyclopropyl]methoxy}-2,3-dihydro-1H-isoindol ClC1=CC(=C(C=C1)CN1CC2=CC(=CC(=C2[C@]1(OCC1(CC1)CO)C1=CC=C(C=C1)Cl)F)C(COC)(C)O)S(=O)(=O)C